CC1=CC=CC=C1 Para-Toluene